3-Phenyl-9-(trideuteriomethyl)-1,4-dioxa-9-azoniaspiro[4.6]undecane iodide [I-].C1(=CC=CC=C1)C1COC2(O1)CCC[NH+](CC2)C([2H])([2H])[2H]